3-(6-bromo-4-fluoro-2-methyl-1H-benzo[d]imidazol-1-yl)propionic acid methyl ester COC(CCN1C(=NC2=C1C=C(C=C2F)Br)C)=O